3-((3-exo)-3-((7-chloro-1,6-naphthyridin-5-yl)(methyl)amino)-8-azabicyclo[3.2.1]octane-8-yl)propionitrile ClC1=NC(=C2C=CC=NC2=C1)N(C1CC2CCC(C1)N2CCC#N)C